FC1=C(C=CC=C1C1=CC(=NC=C1)C(F)(F)F)C(C(=O)N1CC2=C(N=C(NC2=O)C2(CC2)C2=CC=CC=C2)CC1)O 6-(2-(2-Fluoro-3-(2-(trifluoromethyl)pyridin-4-yl)phenyl)-2-hydroxyacetyl)-2-(1-phenylcyclopropyl)-5,6,7,8-tetrahydropyrido[4,3-d]pyrimidin-4(3H)-one